1,4-Dithiepane-6-ylsulfamic acid sodium salt [Na+].S1CCSCC(C1)NS([O-])(=O)=O